3-[4-fluoro-3-(trifluoromethoxy)phenyl]-2-(3-{[(2S)-pyrrolidin-2-yl]methoxy}pyridin-4-yl)-1H-pyrrolo[3,2-b]pyridine FC1=C(C=C(C=C1)C1=C(NC=2C1=NC=CC2)C2=C(C=NC=C2)OC[C@H]2NCCC2)OC(F)(F)F